Cl.COC(C1=CC(=CC=C1)F)=O 3-fluorobenzoic acid methyl ester hydrochloride